ClC1=C(C=CC=C1C1=C(C(=NC=C1)C1=CC(=C(C=C1)CNC1CCC(CC1)OC)OC)Cl)C1=CC=C(C(=N1)OC)CNC1CCC(CC1)OC (1r,4r)-N-((6-(2-chloro-3-(3-chloro-2-(3-methoxy-4-((((1s,4r)-4-methoxycyclohexyl)amino)methyl)phenyl)pyridin-4-yl)phenyl)-2-methoxypyridin-3-yl)methyl)-4-methoxycyclohexan-1-amine